N(=[N+]=[N-])C1=CC=C(C=C1)CCl 1-azido-4-(chloromethyl)benzene